FC(C(=O)O)(F)F.ClC=1C=NC=C(C1[C@@H](C)OC=1C=C2C(=NNC2=CC1OC)C=1C=NC(=C(C#N)C1)N1CC2(CC2)C1)Cl (R)-5-(5-(1-(3,5-Dichloropyridin-4-yl)ethoxy)-6-methoxy-1H-indazol-3-yl)-2-(5-azaspiro[2.3]hexan-5-yl)nicotinonitrile trifluoroacetic acid salt